C(C)(=O)N[C@H]1C[C@H](CCC1)C(=O)NC1=NC=C(C(=C1)C=1C=NN2C1CCC(C2)C)Cl (1s,3r)-3-acetamido-N-(5-chloro-4-(6-methyl-4,5,6,7-tetrahydropyrazolo[1,5-a]pyridin-3-yl)pyridin-2-yl)cyclohexanecarboxamide